C(=CC)C1=CC=CC=C1 (propenyl)benzene